FC1=CN=CC2=C1N=C(N=C2N)OC[C@]21CCCN1C[C@@H](C2)F 8-fluoro-2-(((2R,7aS)-2-fluorotetrahydro-1H-pyrrolizin-7a(5H)-yl)methoxy)pyrido[4,3-d]pyrimidin-4-amine